(S)-1-(2-fluoro-4-(4-Methylthiazol-5-yl)phenyl)ethan-1-amine FC1=C(C=CC(=C1)C1=C(N=CS1)C)[C@H](C)N